N-(4-(5-(5-(2-cyclopentylethyl)-1,2,4-oxadiazol-3-yl)-1H-benzo[d]imidazol-1-yl)butyl)-2-methoxybenzamide C1(CCCC1)CCC1=NC(=NO1)C1=CC2=C(N(C=N2)CCCCNC(C2=C(C=CC=C2)OC)=O)C=C1